O1[C@@H](COCC1)COC=1N2CCC3=C(C2=C(C(C1)=O)C)C=CC(=C3)OCC(F)(F)F 4-[[(2S)-1,4-dioxan-2-yl]methoxy]-1-methyl-9-(2,2,2-trifluoroethoxy)-6,7-dihydrobenzo[a]quinolizin-2-one